1-(4-(4-phenoxyphenyl)butanoyl)pyrrolidine-2-carboxamide O(C1=CC=CC=C1)C1=CC=C(C=C1)CCCC(=O)N1C(CCC1)C(=O)N